ClC=1C=C(C#N)C(=CC1)OC 3-chloro-6-methoxybenzonitrile